(S)-2-((2-((S)-5-(Difluoromethyl)-2-oxoimidazolidin-1-yl)-5,6-dihydrobenzo[f]imidazo[1,2-d][1,4]oxazepin-9-yl)amino)propionamide FC([C@@H]1CNC(N1C=1N=C2N(CCOC3=C2C=CC(=C3)N[C@H](C(=O)N)C)C1)=O)F